N-(azetidin-3-yl)-1-ethyl-2-oxo-1,2-dihydrobenzo[cd]indole-6-sulfonamide N1CC(C1)NS(=O)(=O)C=1C=2C3=C(C(N(C3=CC1)CC)=O)C=CC2